(6-(difluoromethyl)pyridin-2-yl)-N2-isopropyl-N4-(3-(methylsulfonyl)phenyl)-1,3,5-triazine-2,4-diamine FC(C1=CC=CC(=N1)C1=NC(=NC(=N1)NC(C)C)NC1=CC(=CC=C1)S(=O)(=O)C)F